ClC=1C=CC(=C(C1)C1=NN(C=C1NC(=O)C=1C=NN2C1N=CC=C2)[C@H](C(=O)N(C)C)C)OC(F)F (S)-N-(3-(5-chloro-2-(difluoromethoxy)phenyl)-1-(1-(dimethylamino)-1-oxopropan-2-yl)-1H-pyrazol-4-yl)pyrazolo[1,5-a]pyrimidine-3-carboxamide